FC1(CCN(CC1)C=1C=CC(=NC1C)C(=O)NC)CC1=CC=C2C(N(C(NC2=C1)=O)C)=S 5-(4-fluoro-4-((3-methyl-2-oxo-4-thioxo-1,2,3,4-tetrahydroquinazolin-7-yl)methyl)piperidin-1-yl)-N,6-dimethylpicolinamide